C(C1=CC=CC=C1)O[C@@H]1[C@H](N(C[C@@H]([C@H]1OCC1=CC=CC=C1)OCC1=CC=CC=C1)CCC1=C(C(=CC=C1)Cl)F)C (2r,3r,4r,5s)-3,4,5-tris(benzyloxy)-1-(3-chloro-2-fluorophenylethyl)-2-methylpiperidine